3-(5-((2-hydroxycyclopentyl)oxy)-1-oxoisoindolin-2-yl)piperidine-2,6-dione OC1C(CCC1)OC=1C=C2CN(C(C2=CC1)=O)C1C(NC(CC1)=O)=O